COC(=O)C=1C(=NC(=C(C1)Br)C(F)(F)F)O 5-bromo-2-hydroxy-6-(trifluoromethyl)pyridine-3-carboxylic acid methyl ester